N-(4'-((2-(1,1-difluoroethyl)-6-ethylpyrimidin-4-yl)amino)-5-(methylamino)-[2,3'-bipyridin]-6'-yl)acetamide FC(C)(F)C1=NC(=CC(=N1)NC1=C(C=NC(=C1)NC(C)=O)C1=NC=C(C=C1)NC)CC